[2,6-bis(2,6-diisopropyloxyphenyl)phenyl]-phenyl-tert-butylphosphine methyl-2-(4-fluoro-3-tetrahydropyran-2-yloxy-isoxazol-5-yl)-3-methyl-butanoate COC(C(C(C)C)C1=C(C(=NO1)OC1OCCCC1)F)=O.C(C)(C)OC1=C(C(=CC=C1)OC(C)C)C1=C(C(=CC=C1)C1=C(C=CC=C1OC(C)C)OC(C)C)P(C(C)(C)C)C1=CC=CC=C1